N1(CCCC1)CCCCNC(=O)C=1NC=CC1 N-(4-(pyrrolidin-1-yl)butyl)-1H-pyrrole-2-carboxamide